2-{[2-({6-[4-(5-chloro-2-fluorobenzenesulfonamido)phenyl]-3-methyl-1H-pyrazolo[3,4-d]pyrimidin-4-yl}amino)ethyl](methyl)amino}ethyl 2,2-dimethylpropanoate CC(C(=O)OCCN(C)CCNC1=C2C(=NC(=N1)C1=CC=C(C=C1)NS(=O)(=O)C1=C(C=CC(=C1)Cl)F)NN=C2C)(C)C